1-benzyl-6-(3,5-dimethylisoxazol-4-yl)-N2-methyl-1H-benzo[d]imidazole-2,4-diamine C(C1=CC=CC=C1)N1C(=NC2=C1C=C(C=C2N)C=2C(=NOC2C)C)NC